C(C)(=O)N(CCN(C(C)=O)C(C)=O)C(C)=O N,N,N',N'-tetraacetyl-ethylenediamine